(1-(7-fluoronaphthalen-1-yl)cyclopropyl)-2-methylbenzamide FC1=CC=C2C=CC=C(C2=C1)C1(CC1)C=1C(=C(C(=O)N)C=CC1)C